tantalum fluoride salt [F-].[Ta+5].[F-].[F-].[F-].[F-]